N-[(S)-[(2-{[5-fluoro-4-(4-fluoro-2-methoxyphenyl)pyridin-2-yl]amino}pyridin-4-yl)methyl](methyl)oxo-lambda6-sulfanylidene]-L-valinamide FC=1C(=CC(=NC1)NC1=NC=CC(=C1)C[S@@](=NC([C@@H](N)C(C)C)=O)(=O)C)C1=C(C=C(C=C1)F)OC